CC1=NC2=CC(=CC=C2C(N1C)=O)B(O)O 2,3-DIMETHYL-4-OXO-3,4-DIHYDROQUINAZOLIN-7-YLBORONIC ACID